Ethyl 2-[2-[3-(dimethylamino)phenyl]-1-piperidyl]-2-oxo-acetate CN(C=1C=C(C=CC1)C1N(CCCC1)C(C(=O)OCC)=O)C